C(C=C)OC(=O)C1=CC2=CC(=CC=C2C=C1)[C@@H](F)P(=O)(OCC)OCC (S)-7-((diethoxyphosphoryl)fluoromethyl)-2-naphthoic acid allyl ester